ClCC1=CC(=C(C=C1)OC)C1=CC(=CC=C1)Cl 1-chloromethyl-3-(m-chlorophenyl)-4-methoxybenzene